1-fluoro-2,3-bis(trimethylsiloxy)-benzene FC1=C(C(=CC=C1)O[Si](C)(C)C)O[Si](C)(C)C